C1(CCC1)C1=CC=C2C=C(C(=NC2=C1C1=NN=C(N1COCC[Si](C)(C)C)C1=CC=CC=C1)OC)C(=O)OCC ethyl 7-cyclobutyl-8-[4-(5,5-dimethyl-2-oxa-5-silahex-1-yl)-5-phenyl-1,2,4-triazol-3-yl]-2-methoxyquinoline-3-carboxylate